methyl 2-((R)-8-bromo-3-methyl-5-oxo-3-(((S)-1-phenylethyl)carbamoyl)-2,3-dihydrobenzofuro[2,3-f][1,4]oxazepin-4(5H)-yl)acetate BrC1=CC2=C(C=C1)C1=C(C(N([C@](CO1)(C(N[C@@H](C)C1=CC=CC=C1)=O)C)CC(=O)OC)=O)O2